FC=1C=C2C=CC=NC2=C(C1)NC(=O)C1=NC=C(N=C1)NS(=O)(=O)CCC(F)(F)F N-(6-fluoroquinolin-8-yl)-5-((3,3,3-trifluoropropyl)sulfonamido)pyrazine-2-carboxamide